(R)-(1-isobutyl-3-methyl-azetidin-3-yl)-(5-pyrrolidin-1-yl-pyridin-3-yl)-(4-trifluoromethoxy-phenyl)-methanol C(C(C)C)N1CC(C1)(C)[C@](O)(C1=CC=C(C=C1)OC(F)(F)F)C=1C=NC=C(C1)N1CCCC1